C(C)N(S(=O)(=O)C(C(C(C(C(C(C(C(F)(F)F)(F)F)(F)F)(F)F)(F)F)(F)F)(F)F)(F)F)CCC[Si](OC)(OC)OC N-ethylheptadecafluoro-N-[3-(trimethoxysilyl)propyl]octanesulfonamide